Cl.NCC(CC1=C(C=C(C=C1)Cl)Cl)=O 1-amino-3-(2,4-dichlorophenyl)propan-2-one HCl salt